amino-7-cyclopropyl-4b-hydroxy-4-nitro-4b,9b-dihydro-10H-indeno[1,2-b]benzofuran-10-one NC1=C2C(C3C(OC4=C3C=CC(=C4)C4CC4)(C2=C(C=C1)[N+](=O)[O-])O)=O